C(C)(C)OC(=O)N1[C@H]([C@H](C[C@H]1C)NS(=O)(=O)C)CO[C@H]1C[C@H]2C[C@]2(CC1)C1=NC=C(C=N1)Cl (2r,3s,5r)-2-((((1r,3r,6s)-6-(5-chloropyrimidin-2-yl)bicyclo[4.1.0]hept-3-yl)oxy)methyl)-5-methyl-3-(methylsulfonylamino)pyrrolidine-1-carboxylic acid isopropyl ester